(R)-6,7-dimethoxy-4-(3-methylpiperazin-1-yl)quinoline hydrochloride Cl.COC=1C=C2C(=CC=NC2=CC1OC)N1C[C@H](NCC1)C